CC=1C=C(C=C(C1)C1=NC=CC(=N1)C(F)(F)F)C1=C(NN=N1)C#N 5-[3-methyl-5-(4-trifluoromethylpyrimidin-2-yl)-phenyl]-3H-[1,2,3]triazole-4-carbonitrile